C1CCC12N(CCCC2)CC(=O)NC=2C=C(C(=NC2)C)NC(=O)C2=NN=C1N2C=CC(=C1)C=1C=NN(C1)C N-(5-(2-(5-azaspiro[3.5]nonan-5-yl)acetamido)-2-methylpyridin-3-yl)-7-(1-methyl-1H-pyrazol-4-yl)-[1,2,4]triazolo[4,3-a]pyridine-3-carboxamide